C(C1=CC=CC=C1)OC=1C(=NC=NC1OCC1=CC=CC=C1)CC(C=O)C1=CC=C(C=C1)I 3-(5,6-bis(benzyloxy)pyrimidin-4-yl)-2-(4-iodophenyl)propanal